N,N'-m-phenylenedimaleinimide C1(=CC(=CC=C1)N1C(C=CC1=O)=O)N1C(C=CC1=O)=O